ClC=1C(=NC(=NC1)N[C@H]1CN(CC1)CC(=O)N1CCC(CC1)CN1CCNCC1)NC1=C(C=CC=C1)P(=O)(C)C (R)-2-(3-((5-chloro-4-((2-(dimethylphosphoryl)phenyl)amino)pyrimidin-2-yl)amino)pyrrolidin-1-yl)-1-(4-(piperazin-1-ylmethyl)piperidin-1-yl)ethane-1-one